N1(CCN(CC1)CC(CCCCCCCC)O)CC(CCCCCCCC)O 1,1'-(piperazine-1,4-diyl)bis(decan-2-ol)